FC=1C(=CC(=C(C#N)C1)O[C@H](C(F)(F)F)C)N1N=C2COCCN2C1=O 5-fluoro-4-(3-oxo-5,6-dihydro-3H-[1,2,4]triazolo[3,4-c][1,4]oxazin-2(8H)-yl)-2-{[(2S)-1,1,1-trifluoropropan-2-yl]oxy}benzonitrile